NCCOCCOCCOCCOCCOCCNC(OC(C)(C)C)=O tert-butyl (17-amino-3,6,9,12,15-pentaoxaheptadecyl)carbamate